[N+](=O)([O-])C1=CC=C(C=C1)[C@H](C)NCCS (S)-2-((1-(4-nitrophenyl)ethyl)amino)ethane-1-thiol